CC1(C(N(C2=C(O1)C=C(C=N2)NC2=NC=C(C(=N2)NC=2C=CC1=C(NC(O1)=O)C2)C)CCOC)=O)C N2-[2,2-dimethyl-4-(2-methoxyethyl)-2H-pyrido[3,2-b][1,4]oxazin-3(4H)-one-7-yl]-5-methyl-N4-(2-oxo-2,3-dihydro-1,3-benzoxazol-5-yl)-2,4-pyrimidinediamine